1-(5-tert-butyl-2H-pyrazol-3-yl)-3-[4-(5-hept-6-ynyl-oxy-benzoimidazol-1-yl)-phenyl]-urea C(C)(C)(C)C=1C=C(NN1)NC(=O)NC1=CC=C(C=C1)N1C=NC2=C1C=CC(=C2)OCCCCCC#C